6-[[(1R)-1-(3,6-Dimethyl-4-oxo-2-pyrimidin-5-yl-chromen-8-yl)ethyl]amino]-2,3-difluoro-N'-hydroxy-benzamidine CC1=C(OC2=C(C=C(C=C2C1=O)C)[C@@H](C)NC1=CC=C(C(=C1C(=NO)N)F)F)C=1C=NC=NC1